CC1=CC=C(CS(=O)(=O)CC=O)C=C1 2-((4-methylbenzyl)sulfonyl)ethan-1-one